2-methyl-N-(1-(1-methyl-2-oxo-1,2-dihydrobenzo[cd]indol-6-yl)cyclopropyl)-5-(6-methyl-3,6-diazabicyclo[3.1.1]heptan-3-yl)benzamide CC1=C(C(=O)NC2(CC2)C=2C=3C4=C(C(N(C4=CC2)C)=O)C=CC3)C=C(C=C1)N1CC3N(C(C1)C3)C